N[C@]1(CN(CCC1)C=1C=NC(=CC1CN1C2=NC=NC(=C2N=C1)N)C1=C(C=C(C(=C1)F)OC)F)[C@H](C(F)F)O (R)-1-((R)-3-amino-1-(4-((6-amino-9H-purin-9-yl)methyl)-6-(2,5-difluoro-4-methoxyphenyl)pyridin-3-yl)piperidin-3-yl)-2,2-difluoroethan-1-ol